FC1=CC=C(C(=N1)O)C1C=2C(CC(CC2N(C=2CC(CC(C12)=O)C1=CC=CC=C1)CCO)C1=CC=CC=C1)=O 9-(6-fluoro-2-hydroxypyridin-3-yl)-10-(2-hydroxyethyl)-3,6-diphenyl-3,4,6,7,9,10-hexahydroacridine-1,8(2H,5H)-dione